(4aR,8aS)-6-(3-(((2-((5-((7-nitro-1,3-dihydrobenzo[c][1,2,5]oxadiazol-4-yl)amino)pentyl)oxy)benzyl)oxy)methyl)azetidine-1-carbonyl)hexahydro-2H-pyrido[4,3-b][1,4]oxazin-3(4H)-one [N+](=O)([O-])C1=CC=C(C2=C1NON2)NCCCCCOC2=C(COCC1CN(C1)C(=O)N1C[C@@H]3[C@@H](OCC(N3)=O)CC1)C=CC=C2